ethyl (1R,3R)-2,2-dimethyl-3-phenylcyclopropanecarboxylate CC1([C@@H]([C@H]1C1=CC=CC=C1)C(=O)OCC)C